2-(1-(2-(2,6-Dioxopiperidin-3-yl)-6-fluoro-1,3-dioxoisoindolin-5-yl)piperidin-4-yl)acetaldehyde O=C1NC(CCC1N1C(C2=CC(=C(C=C2C1=O)N1CCC(CC1)CC=O)F)=O)=O